5-[(1R)-1-aminoethyl]-3-chloro-7-fluoro-2-methylisoquinolin-1-one N[C@H](C)C1=C2C=C(N(C(C2=CC(=C1)F)=O)C)Cl